2-(6-(((1R,3S,5S)-8-azabicyclo[3.2.1]oct-3-yl)oxy)pyridazin-3-yl)-5-(4-amino-3-methyl-1H-pyrazol-1-yl)phenol [C@H]12CC(C[C@H](CC1)N2)OC2=CC=C(N=N2)C2=C(C=C(C=C2)N2N=C(C(=C2)N)C)O